CC1=C(C(=CC(=C1)C)C)S(=O)(=O)[O-].N[N+]1=CC(=C(C=C1)Br)F 1-amino-4-bromo-3-fluoropyridin-1-ium 2,4,6-trimethylbenzenesulfonate